2-({6-[(1,3-benzothiazol-2-yl)amino]-5-methylpyridazin-3-yl}(methyl)amino)-5-(piperidin-4-yl)-1,3-thiazole-4-carboxylic acid S1C(=NC2=C1C=CC=C2)NC2=C(C=C(N=N2)N(C=2SC(=C(N2)C(=O)O)C2CCNCC2)C)C